Methyl 3-(6-bromo-naphthalen-2-yl)-propionate BrC=1C=C2C=CC(=CC2=CC1)CCC(=O)OC